OC=1C(=CC2=CN(N=C2C1C)C)C=1N=CC2=C(N1)C=CN(C2=O)C2CC(N(CC2)C(=O)OC(C)(C)C)C tert-butyl 4-[2-(6-hydroxy-2,7-dimethyl-indazol-5-yl)-5-oxo-pyrido[4,3-d]pyrimidin-6-yl]-2-methyl-piperidine-1-carboxylate